(4-Chlorobenzo[d]isoxazol-3-yl)-5-ethyl-2-methoxybenzenesulfonamide ClC1=CC=CC2=C1C(=NO2)C=2C(=C(C=C(C2)CC)S(=O)(=O)N)OC